O=C1N(C(CC1)=O)OC(CCCCC(=O)NCCO[C@H]1[C@@H](O)[C@@H](O[C@@H]2[C@@H](O)[C@@H](O)[C@H](O)[C@H](O2)CO)[C@H](O)[C@H](O1)CO[C@@H]1[C@@H](O)[C@@H](O)[C@H](O)[C@H](O1)CO)=O 6-[(2,5-Dioxopyrrolidin-1-yl)oxy]-N-(2-{[α-D-mannopyranosyl-(1→3)-[α-D-mannopyranosyl-(1→6)]-β-D-mannopyranosyl]oxy}ethyl)-6-oxohexanamide